CC1=CC(=NC=C1)C=1C=NC(=CC1)NC(CCC(=O)N1C=2N(CCC1)N=C(C2)C)=O N-(4-methyl-2,3'-bipyridin-6'-yl)-4-(2-methyl-6,7-dihydropyrazolo[1,5-a]pyrimidin-4(5H)-yl)-4-oxobutanamide